3-((2-((4-bromo-3-chloro-5-(hydroxymethyl)phenyl)amino)-5-chloropyrimidin-4-yl)amino)tetrahydro-2H-pyran-4-carbonitrile BrC1=C(C=C(C=C1CO)NC1=NC=C(C(=N1)NC1COCCC1C#N)Cl)Cl